4-(8-(4-Chlorophenyl)-2-imino-3-methyl-2,3-dihydro-1H-imidazo[4,5-c]quinolin-1-yl)pyrimidin-2-amine ClC1=CC=C(C=C1)C1=CC=2C3=C(C=NC2C=C1)N(C(N3C3=NC(=NC=C3)N)=N)C